tert-butyl (1R,5S)-3-[[6-[7-pyrazol-1-yl-1-(2-trimethylsilylethoxymethyl) indazol-4-yl]-1,2,4-triazin-3-yl]amino]-9-azabicyclo[3.3.1]nonane-9-carboxylate N1(N=CC=C1)C=1C=CC(=C2C=NN(C12)COCC[Si](C)(C)C)C1=CN=C(N=N1)NC1C[C@H]2CCC[C@@H](C1)N2C(=O)OC(C)(C)C